Cl.Cl.N[C@H](C)[C@@H]1CC[C@H](CC1)C(=O)NC1=C2C(=NC=C1)NC=C2 (+)-(R)-trans-4-(1-aminoethyl)-N-(1H-pyrrolo[2,3-b]pyridin-4-yl)cyclohexanecarboxamide dihydrochloride